Cl.NC(C(=O)N1CCN(CC1)C(=O)NC1=NC(N(C=C1)C1=CC=C(C=C1)OCC(C)N1CCC(CCC1)N)=O)(C)C 4-(2-Amino-2-methylpropanoyl)-N-(1-(4-(2-(4-aminoazepan-1-yl)propoxy)phenyl)-2-oxo-1,2-dihydropyrimidin-4-yl)piperazine-1-carboxamide hydrochloride salt